5-TMS-pentynol [Si](C)(C)(C)CCCC#CO